BrC1=C(C=C(C=C1C)C=C1CN(C1)C(=O)OC(C)(C)C)F tert-butyl 3-[(4-bromo-3-fluoro-5-methylphenyl)methylene]azetidine-1-carboxylate